Neopentyl glycol bis(3-methylbutyrate) CC(CC(=O)OCC(C)(COC(CC(C)C)=O)C)C